O=C1N(CC2=CC(=CC=C12)O[C@@H]1[C@H](CCCC1)N1CC(C1)C1=CC=CC=C1)C1C(N(C(CC1)=O)COCC[Si](C)(C)C)=O 3-(1-oxo-5-(((1S,2S)-2-(3-phenylazetidin-1-yl)cyclohexyl)oxy)isoindolin-2-yl)-1-((2-(trimethylsilyl)ethoxy)methyl)piperidine-2,6-dione